ClC=1C=CC=2N(C(N=C(C2N1)N1C[C@H](N(C[C@@H]1CC)C(C#N)C1=CC=C(C=C1)F)CC)=O)C 2-((2R,5S)-4-(6-chloro-1-methyl-2-oxo-1,2-dihydropyrido[3,2-d]pyrimidin-4-yl)-2,5-diethylpiperazin-1-yl)-2-(4-fluorophenyl)acetonitrile